(S)-1-((R)-8-(1H-pyrrolo[3,2-b]pyridin-6-ylsulfonyl)-1-oxa-8-azaspiro[4.5]decan-3-ylamino)-3-(3-(cyclopropylsulfonyl)phenoxy)propan-2-ol N1C=CC2=NC=C(C=C21)S(=O)(=O)N2CCC1(C[C@H](CO1)NC[C@@H](COC1=CC(=CC=C1)S(=O)(=O)C1CC1)O)CC2